NC1=CC(=C2N(CCCCCC[C@](C3=NN=C(C1=N2)O3)(O)C(F)(F)F)CCOC)C(F)(F)F |r| Racemic-17-amino-13-(2-methoxyethyl)-6,15-bis(trifluoromethyl)-19-oxa-3,4,13,18-tetrazatricyclo[12.3.1.12,5]nonadeca-1(18),2,4,14,16-pentaen-6-ol